N1C(=CC2=CC=CC=C12)C(=O)O Indole-2-formic acid